4-(5-(3-((1-Amino-1-oxopropan-2-yl)oxy)-1-methyl-1H-pyrazol-5-yl)-5-hydroxyoctahydropentalen-2-yl)-N-(3-chloro-4-fluorophenyl)-1-methyl-1H-imidazole-5-carboxamide NC(C(C)OC1=NN(C(=C1)C1(CC2CC(CC2C1)C=1N=CN(C1C(=O)NC1=CC(=C(C=C1)F)Cl)C)O)C)=O